ClC1=C(C=CC=C1Cl)N1CCN(CC1)CC=1C=C2C(N(C(C2=CC1)=O)N1C(NC(CC1)=O)=O)=O 5-((4-(2,3-dichlorophenyl)piperazin-1-yl)methyl)-2-(2,4-dioxotetrahydropyrimidin-1(2H)-yl)isoindoline-1,3-dione